4-fluorophenyl-5-(4-hydroxyphenyl)-6-(4-(6-selenocyanohexanamido) phenyl)-7-oxabicyclo[2.2.1]hept-5-ene-2-sulfonate FC1=CC=C(C=C1)OS(=O)(=O)C1C2C(=C(C(C1)O2)C2=CC=C(C=C2)O)C2=CC=C(C=C2)NC(CCCCC[Se]C#N)=O